(Z)-3-(2-((methylthio)methyl)-4-nitrophenyl)but-2-en-1-ol CSCC1=C(C=CC(=C1)[N+](=O)[O-])\C(=C/CO)\C